[Si](C)(C)(C(C)(C)C)OCCS(=O)(=O)NC1=CC(=C(C=C1)[N+](=O)[O-])N1CCC2(CC2)CC1 2-(tert-butyldimethylsilyloxy)-N-(4-nitro-3-(6-azaspiro[2.5]octane-6-yl)phenyl)ethane-1-sulfonamide